8-(((S)-1,1-Difluoropropan-2-yl)oxy)-N-((S)-1-fluoropropan-2-yl)-7-(1H-pyrazol-4-yl)-[1,2,4]triazolo[1,5-c]pyrimidin-2-amine FC([C@H](C)OC=1C=2N(C=NC1C=1C=NNC1)N=C(N2)N[C@H](CF)C)F